FC1(C(C=2C(=CN(C2CC1)C=1C=C(C(=C(C#N)C1)F)F)C(F)(F)F)O)F 5-(5,5-difluoro-4-hydroxy-3-(trifluoromethyl)-4,5,6,7-tetrahydro-1H-indol-1-yl)-2,3-difluorobenzonitrile